C1(=CC=CC=C1)C=1C=C(SC1)/C=C/C(=O)O (E)-3-(4-phenylthiophen-2-yl)acrylic acid